C(C)(C)(C)OC(=O)N1CCN(CC1)C=1C=C2C(N(C(C2=CC1F)=O)C1C(NC(CC1)=O)=O)=O tert-butyl-4-(2-(2,6-dioxopiperidin-3-yl)-6-fluoro-1,3-dioxoisoindolin-5-yl)piperazine-1-carboxylate